ClC(C1NCCC=2C3=CC=CC=C3NC12)(Cl)Cl 1-trichloromethyl-1,2,3,4-tetrahydro-b-carboline